ClC(/C=C/C(F)(F)F)(C(F)(F)F)C(F)(F)F (E)-4-chloro-1,1,1,5,5,5-hexafluoro-4-(trifluoromethyl)pent-2-ene